octanediol bis(3-mercapto valerate) SC(CC(=O)OC(CCCCCCC)OC(CC(CC)S)=O)CC